C[Si](C#CC=1N=CSC1)(C)C trimethyl-(2-thiazol-4-ylethynyl)silane